N=1C=NN2C1C=C(C=C2)OC2=CC(=C(C=C2C)NC=2C1=C(N=CN2)C=CC(=N1)C1[C@@H]2CN(C[C@H]1CC2)C(C=C)=O)F 1-((1R,5S,8r)-8-(4-((4-([1,2,4]triazolo[1,5-a]pyridin-7-yloxy)-2-fluoro-5-methylphenyl)amino)pyrido[3,2-d]pyrimidin-6-yl)-3-azabicyclo[3.2.1]octan-3-yl)prop-2-en-1-one